2,5-dimethyl-2,5-bis-(tert-butyl-peroxy)-3-hexyne CC(C)(C#CC(C)(OOC(C)(C)C)C)OOC(C)(C)C